CC=1N=C2N(C=C(C=C2)C2=CC3=C(C=N2)N=C(S3)C3CCNCC3)C1 6-(2-methylimidazo[1,2-a]pyridin-6-yl)-2-(piperidin-4-yl)[1,3]thiazolo[4,5-c]pyridine